tertbutyl 3-(5-cyano-6-(methylsulfonyl)picolinamido)propanoate C(#N)C=1C=CC(=NC1S(=O)(=O)C)C(=O)NCCC(=O)OC(C)(C)C